C(C)(C)C1=CC=C(C=C1)C=1N=C2N(C=CC=N2)C1CN1CC2CCC(C1)N2C=O (3-{[2-(4-isopropylphenyl)imidazo[1,2-a]pyrimidin-3-yl]methyl}-3,8-diazabicyclo[3.2.1]oct-8-yl)methanone